O=C1NC(CCC1NC(=O)C=1C=CC(=C2C=CC=NC12)NCCCCCCC(=O)O)=O 7-((8-((2,6-dioxopiperidin-3-yl)carbamoyl)quinolin-5-yl)amino)heptanoic acid